tert-Butyl (S)-((4,4-difluorocyclohexyl)(7-(2-ethoxyacetyl)imidazo[1,2-b]pyridazin-2-yl)methyl)carbamate FC1(CCC(CC1)[C@@H](C=1N=C2N(N=CC(=C2)C(COCC)=O)C1)NC(OC(C)(C)C)=O)F